C(CCCCCCCC=C)C1OCC(O1)CCC(=O)C1=CC=CC=C1 (±)-3-(2-(dec-9-en-1-yl)-1,3-dioxolan-4-yl)-1-phenylpropan-1-one